N,N-dimethyl-glycine sodium [Na].CN(CC(=O)O)C